COC=1C=CC=2C3=C(C=NC2N1)C=NN3CC3=CC=C(C=C3)S(=O)(=O)N 4-((7-methoxy-1H-pyrazolo[4,3-c][1,8]naphthyridin-1-yl)methyl)benzenesulfonamide